C1(=CC=CC=C1)P(OC)(OC1=C(C(=CC(=C1)CCCCC)OP(OC)(=O)C1=CC=CC=C1)C1CCCC(=C1)C)=O dimethyl (5'-methyl-4-pentyl-1',2',3',4'-tetrahydro-[1,1'-biphenyl]-2,6-diyl) bis(phenylphosphonate)